ClC1=C(C(C(=O)[O-])=CC(=C1)Cl)O 3,5-dichloro-salicylate